(1R,2S,5S)-3-((S)-2-hydroxy-2-phenylacetyl)-6,6-dimethyl-3-azabicyclo[3.1.0]hexane-2-carboxylic acid O[C@H](C(=O)N1[C@@H]([C@H]2C([C@H]2C1)(C)C)C(=O)O)C1=CC=CC=C1